C(CC)N1[C@H]2CCC3=C([C@@H]2C=2C=CC(=CC2C1)C)C=C(C(=C3)O)O (6aS,12bR)-(-)-N-propyl-3-methyl-10,11-dihydroxy-5,6,6a,7,8,12b-hexahydrobenzo[a]phenanthridine